rac-1-{4-[(3R)-2,6-dioxopiperidin-3-yl]-3,5-difluorophenyl}piperidine-4-carbaldehyde O=C1NC(CC[C@@H]1C1=C(C=C(C=C1F)N1CCC(CC1)C=O)F)=O |r|